(3R)-1'-[7-(4-fluoro-1H-indol-7-yl)-6-methyl-pyrazolo[1,5-a]pyrazin-4-yl]spiro[3H-benzofuran-2,4'-piperidine]-3-amine FC1=C2C=CNC2=C(C=C1)C1=C(N=C(C=2N1N=CC2)N2CCC1(CC2)OC2=C([C@H]1N)C=CC=C2)C